The molecule is a pyrrolecarboxylic acid that is 1H-pyrrole substituted by a carboxy group at position 3. It has been isolated from Penicillium chrysogenum. It has a role as a metabolite and a Penicillium metabolite. C1=CNC=C1C(=O)O